N-(4-Aminophenethyl)-2-chloroquinolin-4-amine NC1=CC=C(CCNC2=CC(=NC3=CC=CC=C23)Cl)C=C1